3-(4-(1-(4-(5-(difluoromethyl)-1,3,4-oxadiazol-2-yl)-2-fluorobenzyl)-1H-1,2,3-triazol-4-yl)phenyl)azetidine-1-carboxylic acid tert-butyl ester C(C)(C)(C)OC(=O)N1CC(C1)C1=CC=C(C=C1)C=1N=NN(C1)CC1=C(C=C(C=C1)C=1OC(=NN1)C(F)F)F